(2,5-dimethylbenzyloxy)Methyl-3-methoxyacrylate CC1=C(COCOC(C=COC)=O)C=C(C=C1)C